cyclopropane-1,1-diyldi-methanol C1(CC1)(CO)CO